FC(C=1C=CC(=C(C1)NC(=O)N1C[C@@](CC1)(C1=NC=NS1)C1=CC(=C(C=C1)C)F)OC)F (S)-N-(5-(difluoromethyl)-2-methoxyphenyl)-3-(3-fluoro-4-methylphenyl)-3-(1,2,4-thiadiazol-5-yl)pyrrolidine-1-carboxamide